C1(=CC=CC=C1)CCC(CCC1=CC=CC=C1)=O 1,5-diphenyl-3-pentanone